CC=1N(C=CN1)C=1C=C(C=CC1)B(O)O (3-(2-methyl-1H-imidazol-1-yl)phenyl)boronic acid